piperidine-3-carboxylic acid benzyl-(2-fluoro-ethyl)-amide C(C1=CC=CC=C1)N(C(=O)C1CNCCC1)CCF